O1C2=C(OCC1)C=C(C=C2)C=2C(=C(C=CC2)C2=CC=1N(C=C2)C(=CN1)C1=CC(=C(CN2[C@@H](CCC2)C(=O)O)C(=C1)OC)OC)C (4-(7-(3-(2,3-dihydrobenzo[b][1,4]dioxin-6-yl)-2-methylphenyl)imidazo[1,2-a]pyridin-3-yl)-2,6-dimethoxybenzyl)-L-proline